FC1=CC(=C(C=C1)NC1=C(C(=O)O)C=C(C=C1)C)C 2-((4-fluoro-2-methylphenyl)amino)-5-methylbenzoic acid